BrC=1C=C(C=CC1)C(=C)O[Si](C)(C)C ((1-(3-bromophenyl)ethenyl)oxy)trimethylsilane